4-(3,4-dihydroquinolin-1(2H)-yl)-2-(morpholin-4-yl)-8-(1H-pyrazol-5-yl)-1,7-naphthyridine N1(CCCC2=CC=CC=C12)C1=CC(=NC2=C(N=CC=C12)C1=CC=NN1)N1CCOCC1